C(C)(=O)[O-].C(C)N1C=[N+](C=C1)CC1=CC=C(C=C1)C=C 3-ethyl-1-(4-vinylbenzyl)-3H-imidazol-1-ium acetate